N[C@@H](CC(C)C)C(=O)OCC ethyl leucinate